CC=1OC(=CC1)C(S(=O)(=O)C1=CC=CC=C1)C1=CC=CC=C1 2-methyl-5-(phenyl-(phenylsulfonyl)methyl)furan